C(C)OP(=O)(C)C[C@H](C1=CC(=CC=C1)O)C1CC1.C(CCCC)C=1C=C(C=CC1)NC(C1=CC=CC=C1)C1C(CNC1)C(=O)N 4-((3-pentylphenyl-amino)benzyl)pyrrolidine-3-carboxamide ethyl-((S)-2-cyclopropyl-2-(3-hydroxyphenyl)ethyl)(methyl)phosphinate